tert-butyl ((1r,3r)-3-((E)-3-oxobut-1-en-1-yl)cyclobutyl)carbamate O=C(/C=C/C1CC(C1)NC(OC(C)(C)C)=O)C